(2-mercapto-4-thiazolyl)-2-thiophenecarboxamide SC=1SC=C(N1)C1=C(SC=C1)C(=O)N